2-morpholino-6,7-dihydro-5H-cyclopenta[b]pyridine-3-carboxylic acid O1CCN(CC1)C1=C(C=C2C(=N1)CCC2)C(=O)O